2-(2-(4-amino-8-methoxy-6-nitro-9H-pyrimido[4,5-b]indol-9-yl)acetyl)-N-(6-bromopyridin-2-yl)-5-methyl-2-azabicyclo[3.1.0]hexane-3-carboxamide NC1=NC=NC=2N(C3=C(C=C(C=C3C21)[N+](=O)[O-])OC)CC(=O)N2C1CC1(CC2C(=O)NC2=NC(=CC=C2)Br)C